(9-((3R,5S,6R)-5-amino-6-(2,5-difluorophenyl)tetrahydro-2H-pyran-3-yl)-4-methyl-7,8,9,10-tetrahydropyrido[4',3':3,4]pyrazolo[1,5-a]pyrimidine-2-carbonyl)piperidine-4-formamide N[C@H]1C[C@H](CO[C@@H]1C1=C(C=CC(=C1)F)F)N1CC=2C(=NN3C2N=C(C=C3C)C(=O)N3CCC(CC3)C(=O)N)CC1